CCCCCCCCCCCCCCCCCCCCOC[C@H](COP(=O)(O)OC[C@H](CO)O)OC(=O)CCCCCCC/C=C\CCCCCCCCC 1-eicosyl-2-(9Z-nonadecenoyl)-glycero-3-phospho-(1'-sn-glycerol)